5-CHLOROISOPHTHALALDEHYDE ClC=1C=C(C=C(C=O)C1)C=O